(S)-6'-(5-(6-Amino-2-fluoropyridin-3-yl)-1H-imidazol-2-yl)-2'-(3-chloro-2-fluoro-6-(1H-tetrazol-1-yl)phenyl)-6',7'-dihydro-4'H-spiro[cyclopropane-1,8'-pyrrolo[1,2-a]pyrimidin]-4'-one NC1=CC=C(C(=N1)F)C1=CN=C(N1)[C@@H]1CC2(C=3N1C(C=C(N3)C3=C(C(=CC=C3N3N=NN=C3)Cl)F)=O)CC2